N-(5-(6-(2,6-dichloro-3,5-dimethoxyphenyl)imidazo[1',2':1,6]pyrido[2,3-d]pyrimidin-2-yl)-4-methoxy-2-(4-(oxetan-3-yl)piperazin-1-yl)phenyl)acrylamide ClC1=C(C(=C(C=C1OC)OC)Cl)C1=CC2=C(N=C(N=C2)C=2C(=CC(=C(C2)NC(C=C)=O)N2CCN(CC2)C2COC2)OC)N2C1=NC=C2